NCCNCCNC(C[C@H](N)C(=O)N)=O N'-[N-(2-aminoethyl)-2-aminoethyl]aspartamide